4-((4-aminophenyl)sulfonyl)benzoic acid NC1=CC=C(C=C1)S(=O)(=O)C1=CC=C(C(=O)O)C=C1